ClC1=CC=C(C=C1)C1CC(N(O1)C)(C)C=1C=NC=CC1 3-[5-(4-Chlorophenyl)-2,3-dimethylisoxazolidin-3-yl]pyridin